CN1N=C2CCCCC2=C1C(=O)N[C@H](C(NC1=CC2=C(C=N1)C1(CCOCC1)C(N2)=O)=O)C2CCC(CC2)C 2-Methyl-N-{(1S)-1-(4-methylcyclohexyl)-2-oxo-2-[(2-oxospiro[1H-pyrrolo[3,2-c]pyridine-3,4'-oxane]-6-yl)amino]ethyl}-4,5,6,7-tetrahydroindazole-3-carboxamide